C1(CC1)COC=1C=C(C=NC1)/C(=C/C1=NC(=CC=C1C(=O)N[C@@H]1[C@H](CCCC1)O)C)/F (Z)-2-[5-(cyclopropylmethoxy)pyridin-3-yl]-2-fluoroethenyl-N-[(1S,2S)-2-hydroxycyclohexyl]-6-methylpyridine-3-carboxamide